CO[C@H]1[C@@H](O[C@@H]([C@H]1O)CO)N1C(=O)N=C(N)C(=C1)C=O 2'-O-methyl-5-formylcytidin